1-methoxy-4-(methoxymethyl)-2-methylhexa-5-yn-2,4-diol COCC(CC(C#C)(O)COC)(O)C